8-(5-fluoro-3-methyl-1H-indol-7-yl)-1,4,4,9-tetramethyl-4,5-dihydropyrido[2,3-e][1,2,4]triazolo[4,3-a]pyrazine FC=1C=C2C(=CNC2=C(C1)C1=C(C2=C(NC(C=3N2C(=NN3)C)(C)C)N=C1)C)C